C(C)(C)N1N=C(C2=NC(=CC(=C21)NCC=2C(=NC=CC2)OC)C=2C(=NC=CC2)C(F)(F)F)C 1-isopropyl-N-((2-methoxypyridin-3-yl)methyl)-3-methyl-5-(2-(trifluoromethyl)pyridin-3-yl)-1H-pyrazolo[4,3-b]pyridin-7-amine